3-ETHOXY-2-[5-(4-HYDROXYPHENYL)-2-METHYL-PHENYL]-5,5-DIMETHYL-CYCLOHEX-2-EN-1-ONE C(C)OC1=C(C(CC(C1)(C)C)=O)C1=C(C=CC(=C1)C1=CC=C(C=C1)O)C